C(C)(=O)[O-].[Pt+2].C(C)(=O)[O-] platinum acetate